N1C(=CC=2C=NC=CC21)CNC(=O)[C@H]2N(C[C@@H](C2)OC(F)F)C(CNC(C2=CC(=CC=C2)OC2=C(C=C(C=C2)F)F)=O)=O (2S,4R)-N-((1H-pyrrolo[3,2-c]pyridin-2-yl)methyl)-4-(difluoromethoxy)-1-((3-(2,4-difluorophenoxy)benzoyl)glycyl)pyrrolidine-2-carboxamide